3-((S)-3-((R)-8-(1H-pyrrolo[3,2-b]pyridin-6-ylsulfonyl)-1-oxa-8-azaspiro[4.5]decan-3-ylamino)-2-hydroxypropoxy)-N-methylbenzenesulfonamide N1C=CC2=NC=C(C=C21)S(=O)(=O)N2CCC1(C[C@H](CO1)NC[C@@H](COC=1C=C(C=CC1)S(=O)(=O)NC)O)CC2